C(C)(C)C1=NC=CC(=C1N1C(N=C(C2=C1N=C(C(=C2)C#N)C2=C(C=CC=C2)OC)N2[C@H](CNCC2)C)=O)C (S)-1-(2-isopropyl-4-methylpyridin-3-yl)-7-(2-methoxyphenyl)-4-(2-methylpiperazine-1-yl)-2-oxo-1,2-dihydropyrido[2,3-d]pyrimidine-6-carbonitrile